COCCNC1=NC=CC=C1 N-(2-methoxyethyl)pyridin-2-amine